(S)-1-(2-(((6-amino-5-(4-phenoxyphenyl)pyrimidin-4-yl)oxy)methyl)morpholino)prop-2-en-1-one NC1=C(C(=NC=N1)OC[C@H]1OCCN(C1)C(C=C)=O)C1=CC=C(C=C1)OC1=CC=CC=C1